N1-(1-oxo-1-(((S)-3-oxo-1-((S)-2-oxopyrrolidin-3-yl)-4-(trifluoromethoxy)butan-2-yl)amino)-3-(tetrahydro-2H-pyran-4-yl)propan-2-yl)-N2-(2,2,2-trifluoroethyl)oxalamide O=C(C(CC1CCOCC1)NC(C(=O)NCC(F)(F)F)=O)N[C@@H](C[C@H]1C(NCC1)=O)C(COC(F)(F)F)=O